2-chloro-N-(3-(4-(5-fluoropyrazin-2-yl)phenyl)propyl)-6-methylthieno[2,3-d]pyrimidin-4-amine ClC=1N=C(C2=C(N1)SC(=C2)C)NCCCC2=CC=C(C=C2)C2=NC=C(N=C2)F